ClC1=C(C=O)C(=C(C=N1)F)Cl 2,4-dichloro-5-fluoronicotinaldehyde